2-[6-(1-{[(2S,5R)-5-aminooxacyclohexane-2-yl]methyl}azetidin-3-yl)-1-methyl-1H-indazol-4-yl]-N-(2,2-difluoroethyl)-5-fluoro-(isopropyl)benzamide N[C@@H]1CC[C@H](OC1)CN1CC(C1)C1=CC(=C2C=NN(C2=C1)C)C1=C(C(=O)NCC(F)F)C=C(C=C1C(C)C)F